2-((4-fluoro-2-methylphenyl)-amino)-N-(4-methylpyridin-3-yl)-5-(trifluoromethyl)-benzamide FC1=CC(=C(C=C1)NC1=C(C(=O)NC=2C=NC=CC2C)C=C(C=C1)C(F)(F)F)C